N-{(2S,3R)-4,4-Difluoro-1-((1s,3R)-3-fluorocyclobutan-1-carbonyl)-2-[(2,3',5'-trifluoro[1,1'-biphenyl]-3-yl)-methyl]pyrrolidin-3-yl}methansulfonamid FC1([C@@H]([C@@H](N(C1)C(=O)C1CC(C1)F)CC=1C(=C(C=CC1)C1=CC(=CC(=C1)F)F)F)NS(=O)(=O)C)F